[Cl-].C(=O)(O)C=CC[N+](C)(C)C 3-carboxy-N,N,N-trimethylprop-2-en-1-aminium chloride